CC1=C(C(NC(=C1)C)=O)CC1=C(C(=C(C(=O)N)C=C1[N+](=O)[O-])C)N(C1CCOCC1)CC(C)C ((4,6-dimethyl-2-oxo-1,2-dihydropyridin-3-yl)methyl)-3-(isobutyl-(tetrahydro-2H-pyran-4-yl)amino)-2-methyl-5-nitrobenzamide